5-(3-(2-(isopropylamino)-2-oxoethoxy)pyrrolidin-1-yl)-N-methyl-7-(trifluoromethyl)thieno[3,2-b]pyridine-3-carboxamide C(C)(C)NC(COC1CN(CC1)C1=CC(=C2C(=N1)C(=CS2)C(=O)NC)C(F)(F)F)=O